5-phenyl-2-(2-propynylamino)-2-oxazolin-4-one C1(=CC=CC=C1)C1C(N=C(O1)NCC#C)=O